FC=1C=C(C=CC1)C1(NC=C(C(=N1)NC1=CC=C2CCNCC2=C1)C=1C=NN(C1)C)N 2-(3-fluorophenyl)-5-(1-methyl-1H-pyrazol-4-yl)-N4-(1,2,3,4-tetrahydroisoquinolin-7-yl)pyrimidine-2,4-diamine